FC=1C=CC2=C(N=C(S2)C2=C(SC=3C(N(C(CC32)C)C(=O)OC(C)(C)C)C)NC(CCNCCOC)=O)C1 tert-Butyl 3-(5-fluorobenzo[d]thiazol-2-yl)-2-(3-((2-methoxyethyl)amino)propanamido)-5,7-dimethyl-4,7-dihydrothieno[2,3-c]pyridine-6(5H)-carboxylate